C1(CC1)C=1C=CC=2N(C1)C=C(N2)CN2N=CC(=C2)S(=O)(=O)NCC2=C(C(=CC=C2N2N=NN=C2)OC)F 1-((6-cyclopropylimidazo[1,2-a]pyridin-2-yl)methyl)-N-(2-fluoro-3-methoxy-6-(1H-tetrazol-1-yl)benzyl)-1H-pyrazole-4-sulfonamide